Cl.N1N=NC=C1C1CCNCC1 4-(1H-1,2,3-triazol-5-yl)piperidine-HCl